(3E)-11,11-dihexyloxy-3-undecen-1-ol C(CCCCC)OC(CCCCCC/C=C/CCO)OCCCCCC